C1(CC1)CC#CC1=CC=C(C=C1)NC1=C(N=NN1)C(=O)OCC Ethyl 5-((4-(3-cyclopropylprop-1-ynyl)phenyl)amino)-1,2,3-triazole-4-carboxylate